5-Chloro-2-[5-[(4,4-difluoro-1-methyl-pyrrolidin-3-yl)amino]-1-methyl-imidazo[4,5-b]pyridin-2-yl]-3-methyl-phenol ClC=1C=C(C(=C(C1)O)C=1N(C=2C(=NC(=CC2)NC2CN(CC2(F)F)C)N1)C)C